[Si](C1=CC=CC=C1)(C1=CC=CC=C1)(C(C)(C)C)OCCC(C)(C)C=1NC(C2=CN=C(C(=C2C1C)F)Cl)=O 3-[3-[tert-butyl(diphenyl)silyl]oxy-1,1-dimethyl-propyl]-6-chloro-5-fluoro-4-methyl-2H-2,7-naphthyridin-1-one